N-(cyanomethyl)-5-(5-(3,5-dichlorophenyl)-5-(trifluoromethyl)-4,5-dihydroisoxazol-3-yl)-5,6-dihydro-4H-thieno[2,3-c]pyrrole-2-carboxamide C(#N)CNC(=O)C1=CC2=C(CN(C2)C2=NOC(C2)(C(F)(F)F)C2=CC(=CC(=C2)Cl)Cl)S1